(rac)-((1s,3s)-3-Hydroxy-3-methylcyclobutyl)(6-(4-isopropylphenyl)-2-azaspiro[3.4]octan-2-yl)methanon OC1(CC(C1)C(=O)N1CC2(C1)C[C@@H](CC2)C2=CC=C(C=C2)C(C)C)C |r|